4-((5-Chloro-2-((6-methoxy-2-methyl-1,2,3,4-tetrahydroisoquinolin-7-yl)amino)pyrimidin-4-yl)amino)-3-(dimethylphosphoryl)-5-methylphenyl sulfurofluoridate dihydrochloride Cl.Cl.S(OC1=CC(=C(C(=C1)C)NC1=NC(=NC=C1Cl)NC1=C(C=C2CCN(CC2=C1)C)OC)P(=O)(C)C)(=O)(=O)F